4-bromo-2-butyl-2,8-dimethyl-2H-benzo[e][1,3]oxazine BrC1=NC(OC2=C1C=CC=C2C)(C)CCCC